2-(3-bromophenyl)-8-chloro-4-(trifluoromethyl)pyrido[3,4-d]Pyrimidine BrC=1C=C(C=CC1)C=1N=C(C2=C(N1)C(=NC=C2)Cl)C(F)(F)F